2-hydroxy-2,2-diphenylacetamide OC(C(=O)N)(C1=CC=CC=C1)C1=CC=CC=C1